(S)-2-(3-(1-hydroxy-1-(4-methyl-4H-1,2,4-triazol-3-yl)propyl)phenyl)-6-(((1-methylcyclobutyl)amino)methyl)-4-(trifluoromethyl)isoindolin-1-one O[C@](CC)(C1=NN=CN1C)C=1C=C(C=CC1)N1C(C2=CC(=CC(=C2C1)C(F)(F)F)CNC1(CCC1)C)=O